(R)-2,6-dichloro-4-(1-(4-methyl-4H-1,2,4-triazol-3-yl)propan-2-yl)pyridine ClC1=NC(=CC(=C1)[C@@H](CC1=NN=CN1C)C)Cl